methyl 2-((tert-butoxycarbonyl)amino)-7-((6-(dimethylamino)naphthalene-2-yl)oxy)-1,2,3,4-tetrahydronaphthalene-2-carboxylate C(C)(C)(C)OC(=O)NC1(CC2=CC(=CC=C2CC1)OC1=CC2=CC=C(C=C2C=C1)N(C)C)C(=O)OC